C(C)(C)(C)OOC1=C(C(=C(C=C1)C(C)C)C(C)C)OOC(C)(C)C 1,2-bis-tert-butylperoxydiisopropylbenzene